methyl 6-methylsulfanyl-pyridazine-3-carboxylate CSC1=CC=C(N=N1)C(=O)OC